4-chloro-3-ethyl-1-methyl-1H-pyrazole-5-carboxamide ClC=1C(=NN(C1C(=O)N)C)CC